5-(difluoro-methoxy)-1'-(2-{[2-(1-methanesulfonylcyclopropyl)pyrimidin-5-yl]oxy}ethyl)-1,2-dihydro-spiro[indole-3,4'-piperidin]-2-one FC(OC=1C=C2C(=CC1)NC(C21CCN(CC1)CCOC=1C=NC(=NC1)C1(CC1)S(=O)(=O)C)=O)F